m-chlorocumene ClC=1C=C(C=CC1)C(C)C